CNC=1N=C(C(=NC1C=1C2=C(C=NC1)N(C=N2)C)C(=O)OC)NC=2C(=NN(C2)CC(F)(F)F)C methyl 5-(methylamino)-6-(3-methylimidazo[4,5-c]pyridin-7-yl)-3-[[3-methyl-1-(2,2,2-trifluoroethyl)pyrazol-4-yl]amino]pyrazine-2-carboxylate